9,10-bis(3-pyridyl)anthracene N1=CC(=CC=C1)C=1C2=CC=CC=C2C(=C2C=CC=CC12)C=1C=NC=CC1